9-(3-(N,N-dimethylamino)propyl)carbazole CN(C)CCCN1C2=CC=CC=C2C=2C=CC=CC12